1-(3,4-difluorophenyl)-3-nitroacetone FC=1C=C(C=CC1F)CC(=O)C[N+](=O)[O-]